2-(4-Chloro-2-methylpyridin-3-yl)-6-(4-ethyl-3-(hydroxymethyl)-5-oxo-4,5-dihydro-1H-1,2,4-triazol-1-yl)-7-fluoro-4-(prop-1-en-2-yl)-3,4-dihydroisoquinolin-1(2H)-one ClC1=C(C(=NC=C1)C)N1C(C2=CC(=C(C=C2C(C1)C(=C)C)N1N=C(N(C1=O)CC)CO)F)=O